mercaptoboronic acid SB(O)O